1-(7-(8-ethyl-7-fluoro-3-hydroxynaphthalen-1-yl)-8-fluoro-2-(((2R,7aS)-2-fluorotetrahydro-1H-pyrrolizin-7a(5H)-yl)methoxy)pyrido[4,3-d]pyrimidin-4-yl)azocane-5-carboxylic acid C(C)C=1C(=CC=C2C=C(C=C(C12)C1=C(C=2N=C(N=C(C2C=N1)N1CCCC(CCC1)C(=O)O)OC[C@]12CCCN2C[C@@H](C1)F)F)O)F